2-amino-4,6-dinitrophenol NC1=C(C(=CC(=C1)[N+](=O)[O-])[N+](=O)[O-])O